methyl 2,2-difluoro-2-(fluorodioxosulfanyl)acetate FC(C(=O)OC)(S(=O)(=O)F)F